NC1=C(C=C(C=N1)C=1C=NN(C1)C1CCN(CC1)C1CN(C1)C1=CC=C(C=C1)NC1C(NC(CC1)=O)=O)O[C@@H](C)C1=C(C=CC(=C1)F)N1N=CC=N1 3-((4-(3-(4-(4-(6-amino-5-((S)-1-(5-fluoro-2-(2H-1,2,3-triazol-2-yl)phenyl)ethoxy)pyridin-3-yl)-1H-pyrazol-1-yl)piperidin-1-yl)azetidin-1-yl)phenyl)amino)piperidine-2,6-dione